NC1=NC=CC=C1C1=NC=2C(=NC(=CC2)C2=NC(=CC=C2)C)N1C1=CC=C(CN2CCC(CC2)NC2=NC(=NC=C2)C#N)C=C1 4-((1-(4-(2-(2-aminopyridin-3-yl)-5-(6-methylpyridin-2-yl)-3H-imidazo[4,5-b]pyridin-3-yl)benzyl)piperidin-4-yl)amino)pyrimidine-2-carbonitrile